(E)-3-((1H-tetrazol-5-yl)methyl)-1-(4-bromophenyl)-6-((6-chloro-2-methyl-2H-indazol-5-yl)imino)-1,3,5-triazine-2,4-dione N1N=NN=C1CN1C(N(/C(/NC1=O)=N/C1=CC2=CN(N=C2C=C1Cl)C)C1=CC=C(C=C1)Br)=O